N-[6-(3,5-dimethylisoxazol-4-yl)-2-methoxy-3-pyridinyl]-5-methyl-3-phenyl-isoxazole-4-carboxamide CC1=NOC(=C1C1=CC=C(C(=N1)OC)NC(=O)C=1C(=NOC1C)C1=CC=CC=C1)C